NC1=NC=NN2C1=C(C=C2C2=NN(C=C2)C)C2=CC(=C(CN1C(OCC1)=O)C=C2)OC 3-(4-(4-amino-7-(1-methyl-1H-pyrazol-3-yl)pyrrolo[2,1-F][1,2,4]triazin-5-yl)-2-methoxybenzyl)oxazolidin-2-one